5-[(2S)-2-[(tert-butoxycarbonyl)amino]-3-methoxy-3-oxopropyl]-2-fluorophenoxymethylboronic acid C(C)(C)(C)OC(=O)N[C@@H](CC=1C=CC(=C(OCB(O)O)C1)F)C(=O)OC